3-methoxy-8-[[5-methoxy-6-[(6-methoxypyridazin-3-yl)methoxy]-3-pyridyl]methyl]-1,5-naphthyridine COC=1C=NC2=C(C=CN=C2C1)CC=1C=NC(=C(C1)OC)OCC=1N=NC(=CC1)OC